C(N)(=O)C1=C(N(N=C1C1=C(C(=C(C=C1)CC(=O)NC1=CC(=NO1)CC(C)(C)C)Cl)F)C(C)C)NC(OC(C)(C)C)=O tert-Butyl N-[4-carbamoyl-5-[3-chloro-4-[2-[[3-(2,2-dimethylpropyl)isoxazol-5-yl]amino]-2-oxo-ethyl]-2-fluorophenyl]-2-isopropyl-pyrazol-3-yl]carbamate